FC1=C(C2=CC=C(C(=C2C=C1)OC1=NC=NC=C1C1=NC(=NC=C1)N[C@@H]1CNC[C@H](C1)F)C)NS(=O)(=O)CC1=C(C=CC=C1)F N-(2-fluoro-5-((2-(((3S,5S)-5-fluoropiperidin-3-yl)amino)-[4,5'-bipyrimidin]-4'-yl)oxy)-6-methylnaphthalen-1-yl)-1-(2-fluorophenyl)methanesulfonamide